[Cl-].[Cl-].C1(=CC=C(C=C1)C(=[Zr+2](C1=CC(=CC=2C3=CC(=CC=C3CC12)C(C)(C)C)C(C)(C)C)C1C=CC=C1)C1=CC=C(C=C1)C)C di(p-tolyl)methylene(cyclopentadienyl)(3,6-di-t-butylfluorenyl)zirconium dichloride